5-(4-((1R,5S)-3,8-Diazabicyclo[3.2.1]octan-3-yl)-6-chloro-8-fluoro-2-(((S)-1-methylpyrrolidin-2-yl)methoxy)quinazolin-7-yl)naphthalen-2-ol [C@H]12CN(C[C@H](CC1)N2)C2=NC(=NC1=C(C(=C(C=C21)Cl)C2=C1C=CC(=CC1=CC=C2)O)F)OC[C@H]2N(CCC2)C